(1R,3R,4R)-2-((5-chloropyridin-3-yl)-L-alanyl)-N-((S)-1-cyano-2-((S)-2-oxopiperidin-3-yl)ethyl)-5,5-difluoro-2-azabicyclo[2.2.2]octane-3-carboxamide ClC=1C=C(C=NC1)N[C@@H](C)C(=O)N1[C@H]2CC([C@@H]([C@@H]1C(=O)N[C@@H](C[C@H]1C(NCCC1)=O)C#N)CC2)(F)F